ethyl-(2-chloro-1,5-naphthyridin-4-yl)methanol C(C)C(O)C1=CC(=NC2=CC=CN=C12)Cl